CC1(OCC[N+]=2C1=C(ON2)[O-])C 4,4-dimethyl-6,7-dihydro-4H-[1,2,3]oxadiazolo[4,3-c][1,4]oxazin-8-ium-3-olate